2-[(2R)-piperazin-2-yl]propan-2-ol dihydrochloride Cl.Cl.N1[C@H](CNCC1)C(C)(C)O